C12CN(CC(CC1)N2)C2=NC(=NC1=C(C(=C(C=C21)Cl)C2=C1CCCSC1=CC=C2)F)OC[C@]21CCCN1C[C@@H](C2)F 4-(3,8-diazabicyclo[3.2.1]-octan-3-yl)-6-chloro-8-fluoro-2-(((2R,7aS)-2-fluoro-tetrahydro-1H-pyrrolizin-7a(5H)-yl)methoxy)-7-(thio-chroman-5-yl)quinazoline